1,5-bis(3-methoxy-4-octyloxyphenyl)penta-1,4-dien COC=1C=C(C=CC1OCCCCCCCC)C=CCC=CC1=CC(=C(C=C1)OCCCCCCCC)OC